C(C)(C)(C)OC(=O)C=1CC(C=C2N=C3C=CC=CC3=CC12)(C)C=1SC=C(N1)C(=O)O 2-{1-[(tert-butoxy)carbonyl]-3-methylacridin-3-yl}-1,3-thiazole-4-carboxylic acid